BrC=1C(=C2C=CNC2=CC1)C 5-bromo-4-methyl-1H-indole